C[N+]1(CCCCC1)CCCCC (1-methylpiperidinium-1-yl)pentane